C(CCCCCCC\C=C/CCCCCCCC)NC(CCCCCCCCC(=O)NCCCCCCCC\C=C/CCCCCCCC)=O N,N'-dioleyl-sebacamide